BrC1=[N+](C=CC=C1)CC 2-bromo-1-ethyl-pyridin-1-ium